N-[[(1S,3R)-3-[[5-[3-(azetidin-1-yl)-6-oxo-pyridazin-1-yl]-2-pyridyl]amino]cyclopentyl]methyl]-3-methyl-isoxazole-5-carboxamide N1(CCC1)C1=NN(C(C=C1)=O)C=1C=CC(=NC1)N[C@H]1C[C@H](CC1)CNC(=O)C1=CC(=NO1)C